(8s,9s)-5-fluoro-8-(4-fluorophenyl)-9-(5-methyl-7-oxo-4,6-diazaspiro-[2.4]hept-4-en-6-yl)-8,9-dihydro-2H-pyrido[4,3,2-de]phthalazin-3(7H)-one FC=1C=C2C=3C(=NNC(C3C1)=O)[C@H]([C@@H](N2)C2=CC=C(C=C2)F)N2C(=NC1(CC1)C2=O)C